OC=1C(=C2OC3=C(C(C(=CC3=C(C2=CC1I)C1=C(C(=O)O)C=CC=C1)I)=O)I)I 2-(6-hydroxy-2,4,5,7-tetraiodo-3-oxo-xanthen-9-yl)benzoic acid